C(C)(=O)C1=C(C(=NC=C1)C(C)C)N1C(N=C(C2=C1N=C(C(=C2)F)Cl)N2[C@H](CN(CC2)C(=O)OC(C)(C)C)C)=O tert-butyl (S)-4-(1-(4-acetyl-2-isopropylpyridin-3-yl)-7-chloro-6-fluoro-2-oxo-1,2-diHydropyrido[2,3-d]pyrimidin-4-yl)-3-methylpiperazine-1-carboxylate